ClC1=NC=CC(=N1)C=1C=C(C=CC1)CC(C(=O)OC)(C)C methyl 3-(3-(2-Chloropyrimidin-4-yl) phenyl)-2,2-dimethylpropionate